OCC1(NC(NC=C1)=O)N 4-hydroxymethylcytosine